N6-(thiomorpholine-3-carbonyl)-L-lysine N1C(CSCC1)C(=O)NCCCC[C@H](N)C(=O)O